FC1=CC=C(C=C1)C=1C=NC(=NC1)N1CCC(=CC1)C(=O)O 1-(5-(4-fluorophenyl)pyrimidin-2-yl)-1,2,3,6-tetrahydropyridine-4-carboxylic acid